3-(5-hydroxy-4-(isoxazol-4-ylcarbamoyl)-1-methyl-6-oxo-1,6-dihydropyrimidin-2-yl)-5-methylbenzoic acid OC1=C(N=C(N(C1=O)C)C=1C=C(C(=O)O)C=C(C1)C)C(NC=1C=NOC1)=O